Ethyl 2-hydroxy-2-[2-(trifluoroacetyl)-1,2,3,4-tetrahydroisoquinolin-7-yl]acetate OC(C(=O)OCC)C1=CC=C2CCN(CC2=C1)C(C(F)(F)F)=O